tert-butyl N-{6-bromo-2-chloro-7-methylpyrrolo[2,1-f][1,2,4]triazin-4-yl}-N-(thiophen-2-ylmethyl)carbamate BrC=1C=C2C(=NC(=NN2C1C)Cl)N(C(OC(C)(C)C)=O)CC=1SC=CC1